N1C=C(C2=CC=CC=C12)CNCCCCCCCCC N-(3-indolyl-methyl)nonylamine